5-amino-N-(prop-2-yn-1-yl)picolinamide NC=1C=CC(=NC1)C(=O)NCC#C